thienopyrimidine-2,4-dione N1C(NC(C2=C1C=CS2)=O)=O